FC(COC(C(=O)Cl)=O)(F)F.CN(C(C(=O)OCC(F)(F)F)=O)C(C)C1=C(C=C(C=C1)C(F)(F)F)C 2,2,2-trifluoroethyl 2-(methyl(1-(2-methyl-4-(trifluoromethyl)phenyl)ethyl)amino)-2-oxoacetate 2,2,2-trifluoroethyl-2-chloro-2-oxo-acetate